OC1=C(C(=O)OCCC(CCC=C(C)C)C)C=CC=C1OC 3,7-dimethyl-6-octenyl 2-hydroxy-3-methoxybenzoate